C(C)(C)(C)OC(=O)N1C[C@@H]([C@H](CC1)NC(=O)C1=NOC(=C1)C1=C(C=C(C=C1)F)F)C(NC1(CC1)C1=NC=CC=C1)=O (3S,4S)-4-(5-(2,4-difluorophenyl)isoxazole-3-carboxamido)-3-((1-(pyridin-2-yl)cyclopropyl)carbamoyl)piperidine-1-carboxylic acid tert-butyl ester